ICCCC=CCC=CCC 10-iodo-3,6-decadiene